3-(3,4-Dimethoxyphenyl)-1-(4-hydroxy-2-methoxyphenyl)prop-2-en-1-one COC=1C=C(C=CC1OC)C=CC(=O)C1=C(C=C(C=C1)O)OC